(2R,4R)-1-(3-chloro-2-fluorobenzyl)-4-((3-fluoro-6-((5-methyl-1H-pyrazol-3-yl)amino)-4-(2,2,2-trifluoroacetyl)pyridin-2-yl)methyl)-2-methylpiperidine-4-carboxylic acid ClC=1C(=C(CN2[C@@H](C[C@@](CC2)(C(=O)O)CC2=NC(=CC(=C2F)C(C(F)(F)F)=O)NC2=NNC(=C2)C)C)C=CC1)F